Cl.Cl.C1(CCCCC1)C(=O)N Cyclohexanecarboxamide dihydrochloride